C(C)OC(=O)C1(C(C2=C(C=C(C=C2C1)F)C)=O)C#N 2-cyano-5-fluoro-7-methyl-1-oxo-2,3-dihydro-1H-indene-2-carboxylic acid ethyl ester